tert-butyl ((S)-(7-(((1R,7S)-8,8-difluoro-4-oxo-3,5-diazabicyclo[5.1.0]octan-3-yl)methyl)imidazo[1,2-b]pyridazin-2-yl)(4,4-difluorocyclohexyl)methyl)carbamate FC1([C@@H]2CNC(N(C[C@H]12)CC1=CC=2N(N=C1)C=C(N2)[C@H](C2CCC(CC2)(F)F)NC(OC(C)(C)C)=O)=O)F